BrC1=C(C(=C(C=C1CCCCC)OC)C1C=C(CCC1)C)OC 4-bromo-1,3-dimethoxy-2-(3-methylcyclohex-2-en-1-yl)-5-pentyl-benzene